2,2',2''-nitrilotri(ethan-1-ol) N(CCO)(CCO)CCO